2-Methoxy-1-methyl-ethylamine COCC(C)N